ClC1=CC=C(C=C1)C(C)N 1-(4-chlorophenyl)ethan-1-amine